N1C(CCC1)CCNC(=O)C1=CC2=C(N3C(S2)=NC(=C3)C=3C=C(C=CC3)C)C=C1 N-(2-(pyrrolidin-2-yl)ethyl)-2-(m-tolyl)benzo[d]imidazo[2,1-b]thiazole-7-carboxamide